CCCCCCOC(=O)C1=CN=CC=C1 N-hexyl nicotinate